BrC1=C(C=C(C(=C1)C(F)(F)F)F)F 1-bromo-2,4-difluoro-5-(trifluoromethyl)benzene